ClC1=C(C=C2C=C(N=CC2=C1)NC(=O)[C@H]1[C@@H]([C@@H]1C=1C=NN(C1)C)C)C1CCN(CC1)[C@@]1(COC[C@@H]1F)C (1S,2R,3S)-N-(7-chloro-6-(1-((3R,4R)-4-fluoro-3-methyltetrahydrofuran-3-yl)piperidin-4-yl)isoquinolin-3-yl)-2-methyl-3-(1-methyl-1H-pyrazol-4-yl)cyclopropane-1-carboxamide